N-[(1S)-1-(dicyclopropylmethyl)-2-[[5-[5-ethyl-3-methyl-1-(2-trimethylsilylethoxymethyl)pyrazol-4-yl]-6-fluoro-2-pyridyl]amino]-2-oxo-ethyl]-2-ethyl-pyrazole-3-carboxamide C1(CC1)C([C@@H](C(=O)NC1=NC(=C(C=C1)C=1C(=NN(C1CC)COCC[Si](C)(C)C)C)F)NC(=O)C=1N(N=CC1)CC)C1CC1